2-bromo-4-((2,4-diaminopyrimidin-5-yl)oxy)-5-isopropylpyridine 1-oxide BrC1=[N+](C=C(C(=C1)OC=1C(=NC(=NC1)N)N)C(C)C)[O-]